ClC1=CC(=CC(=N1)N1[C@@H](COCC1)C)C1=C(C=NN1C)C (R)-4-(6-chloro-4-(1,4-dimethyl-1H-pyrazol-5-yl)pyridin-2-yl)-3-methyl-morpholine